Isopropanthiolat C(C)(C)[S-]